2-amino-N-(2,2-difluorobenzo[d][1,3]dioxol-4-yl)nicotinamide NC1=C(C(=O)NC2=CC=CC=3OC(OC32)(F)F)C=CC=N1